rac-1-(Spiro[bicyclo[4.1.0]heptane-3,2'-[1,3]dioxolan]-1-ylmethyl)-1H-benzo[d]imidazole-6-carbonitrile O1C2(OCC1)CC1(CC1CC2)CN2C=NC1=C2C=C(C=C1)C#N